methyl (R)-2-(hydroxymethyl)-2-((5-nitro-1-(phenyl sulfonyl)-1H-pyrrolo[2,3-b]pyridin-4-yl)amino)propanoate OC[C@@](C(=O)OC)(C)NC1=C2C(=NC=C1[N+](=O)[O-])N(C=C2)S(=O)(=O)C2=CC=CC=C2